3-((6-nitro-1H-indol-3-yl)methyl)-1H-indole-4-aldehyde [N+](=O)([O-])C1=CC=C2C(=CNC2=C1)CC1=CNC=2C=CC=C(C12)C=O